OC1=CC=C(C(=O)[O-])C=C1.[Na+] sodium monohydroxybenzoate